(2R)-14-fluoro-2-methyl-6,9,10,19-tetrazapentacyclo[14.2.1.02,6.08,18.012,17]nonadeca-1(18),8,12(17),13,15-pentaen-11-one FC1=CC=2C(NN=C3CN4CCC[C@@]4(C4=C3C2C(=C1)N4)C)=O